tri(2-methyl-aziridine) phosphorus [P].CC1NC1.CC1NC1.CC1NC1